OCCN1C=CC2=C1N=C(N=C2NC2=NNC(=C2)C)NC2C1CC3(CC(CC2C3)C1)O 4-[(7-(2-hydroxyethyl)-4-[(5-methyl-1H-pyrazol-3-yl)amino]-7H-pyrrolo[2,3-d]pyrimidin-2-yl)amino]adamantan-1-ol